5-Bromopentyl (4-nitrophenyl) carbonate C(OCCCCCBr)(OC1=CC=C(C=C1)[N+](=O)[O-])=O